[8-ethynyl-7-fluoro-3-(methoxymethoxy)naphthalen-1-yl]methanone C(#C)C=1C(=CC=C2C=C(C=C(C12)C=O)OCOC)F